5-(4'-azidomethyl-[1,1'-biphenyl]-2-yl)-1H-tetrazole N(=[N+]=[N-])CC1=CC=C(C=C1)C1=C(C=CC=C1)C1=NN=NN1